9,9',9''-(4-(4-(2,6-diphenylpyridin-4-yl)phenyl)pyridine-2,3,5-triyl)tris(3,6-diphenyl-9H-carbazole) C1(=CC=CC=C1)C1=NC(=CC(=C1)C1=CC=C(C=C1)C1=C(C(=NC=C1N1C2=CC=C(C=C2C=2C=C(C=CC12)C1=CC=CC=C1)C1=CC=CC=C1)N1C2=CC=C(C=C2C=2C=C(C=CC12)C1=CC=CC=C1)C1=CC=CC=C1)N1C2=CC=C(C=C2C=2C=C(C=CC12)C1=CC=CC=C1)C1=CC=CC=C1)C1=CC=CC=C1